((3S,4R)-3-amino-4-methoxypyrrolidin-1-yl)(3,4-dichloro-5-fluoro-1H-indol-2-yl)methanone N[C@H]1CN(C[C@H]1OC)C(=O)C=1NC2=CC=C(C(=C2C1Cl)Cl)F